N-((5-(2-acetamidophenyl)-1-(tetrahydro-2H-pyran-2-yl)-1H-pyrazol-3-yl)methyl)-2-(trifluoromethoxy)benzamide C(C)(=O)NC1=C(C=CC=C1)C1=CC(=NN1C1OCCCC1)CNC(C1=C(C=CC=C1)OC(F)(F)F)=O